2,5,9,13-tetraoxahexadecan-15-amine COCCOCCCOCCCOCC(C)N